C(#N)C1=CC(=C(CN2C=CC=3C2=NC(=CC3)N3CCN(CC3)CC3=NC2=C(N3C[C@H]3OCC3)C=C(C=C2)C(=O)OC)C=C1)F (S)-methyl 2-((4-(1-(4-cyano-2-fluorobenzyl)-1H-pyrrolo[2,3-b]pyridin-6-yl)piperazin-1-yl)methyl)-1-(oxetan-2-ylmethyl)-1H-benzo[d]imidazole-6-carboxylate